C(C(=C)C)(=O)OCCC[Si](OCC)(OCC)C γ-methacryloxypropylmethyl-diethoxysilane